(2'-(1H-tetrazol-5-yl)biphenyl-4-yl)methyl-1H-imidazole N1N=NN=C1C1=C(C=CC=C1)C1=CC=C(C=C1)CN1C=NC=C1